2-(2-bromoethoxy)benzothiazole BrCCOC=1SC2=C(N1)C=CC=C2